octyl(phenyl)-N,N-diisobutylcarbamoylmethylphosphine oxide CCCCCCCCP(=O)(CC(=O)N(CC(C)C)CC(C)C)C1=CC=CC=C1